CCCCCCCCCCCCCCCCCCC(=O)OC[C@H](COP(=O)(O)OC[C@@H](C(=O)O)N)OC(=O)CCCCCCCCC/C=C\C/C=C\CCCCC 1-nonadecanoyl-2-(11Z,14Z-eicosadienoyl)-glycero-3-phosphoserine